N(=[N+]=[N-])CCC(C(=O)O)(C)C.CC(C=O)CC1=CC=C(C=C1)CC(C)C 2-methyl-3-[4-(2-methylpropyl)phenyl]propanal 4-azido-2,2-dimethylbutyrate